C(C)(C)(C)OC(=O)N1C(CCCC1)OCC#CC=1C=CC=C2C(=CN=CC12)N1C(NC(CC1)=O)=O [3-[4-(2,4-Dioxohexahydropyrimidin-1-yl)-8-isoquinolinyl]Prop-2-ynyloxy]Piperidine-1-carboxylic acid tert-butyl ester